N-((1s,3s)-3-(6-((4-(4-((1-(2-(2,6-dioxopiperidin-3-yl)-1,3-dioxoisoindolin-4-yl)piperidin-4-yl)methyl)piperazin-1-yl)phenyl)amino)-9H-purin-9-yl)cyclobutyl)-6-methylpicolinamide O=C1NC(CC[C@@H]1N1C(C2=CC=CC(=C2C1=O)N1CCC(CC1)CN1CCN(CC1)C1=CC=C(C=C1)NC1=C2N=CN(C2=NC=N1)C1CC(C1)NC(C1=NC(=CC=C1)C)=O)=O)=O